2-(cyclopropylamino)-N-(3-nitro-6-phenylpyridin-2-yl)pyrimidine-5-carboxamide C1(CC1)NC1=NC=C(C=N1)C(=O)NC1=NC(=CC=C1[N+](=O)[O-])C1=CC=CC=C1